FCC=1C=C2C=CC=NC2=CC1 6-(fluoromethyl)quinoline